C[SiH](N[SiH3])CCC(F)(F)F methyl-trifluoropropyl-disilazane